diazooxygen [N+](=[N-])=O